OC(=O)C(F)(F)F.COC(=O)C1(C(NCC1)=O)N 3-amino-2-oxopyrrolidine-3-carboxylic acid methyl ester TFA salt